ClC=1C(=NC=CC1)CN1N=C2C3=C(CCC2=C1)OC(=C3C)C(=O)NC[C@H]3OCCOC3 2-[(3-Chloropyridin-2-yl)methyl]-N-[(2R)-1,4-dioxan-2-ylmethyl]-8-methyl-4,5-dihydro-2H-furo[2,3-g]indazole-7-carboxamide